C(C)N(C(NNC1=CC=CC=C1)=S)CC 4,4-diethyl-1-phenylthiosemicarbazide